NC1CC(C1)N1N=C2C=CC(=CC2=C1COC1=C(C=CC=C1)CC(=O)O)C1=CC=C2C=CN=C(C2=C1)N 2-(2-((2-(3-aminocyclobutyl)-5-(1-aminoisoquinolin-7-yl)-2H-indazol-3-yl)methoxy)phenyl)acetic acid